BrC=1C=C(C2=C(C(=C(O2)C(=O)OC(C)(C)C)COC2=C(C=CC=C2)CC(=O)OCC)C1)[N+](=O)[O-] tert-butyl 5-bromo-3-((2-(2-ethoxy-2-oxoethyl) phenoxy) methyl)-7-nitrobenzofuran-2-carboxylate